(Tris(4-methoxyphenyl)methoxy)-8-methyl-8-benzyl-3-benzyloxy-8-azoniabicyclo[3.2.1]octan-6-ol acetate C(C)(=O)OC1C2CC(CC(C1)([N+]2(CC2=CC=CC=C2)C)OC(C2=CC=C(C=C2)OC)(C2=CC=C(C=C2)OC)C2=CC=C(C=C2)OC)OCC2=CC=CC=C2